CN(C1=CC=C(C=C1)C1C(N(C(C12CCN(CC2)C([C@@H](C(C)C)NC(C2=C(C=CC(=C2)C(F)(F)F)F)=O)=O)=O)C)=O)C N-((2R)-1-(4-(4-(dimethylamino)phenyl)-2-methyl-1,3-dioxo-2,8-diazaspiro[4.5]decan-8-yl)-3-methyl-1-oxobutan-2-yl)-2-fluoro-5-(trifluoromethyl)benzamide